O1CC(=CCC1)C1=C2C=C(N=CC2=C(N=C1)NC)NC(=O)C1CC1 N-(5-(5,6-dihydro-2H-pyran-3-yl)-8-(methylamino)-2,7-naphthyridin-3-yl)cyclopropanecarboxamide